13,15-Dimethylheptacosane CC(CCCCCCCCCCCC)CC(CCCCCCCCCCCC)C